Tris-Tris-hydroxymethyl-aminomethane (R)-1-(2-chloropyridin-3-yl)ethyl-(4-(5-amino-4-fluoropyridin-2-yl)-1-methyl-1H-1,2,3-triazol-5-yl)carbamate ClC1=NC=CC=C1[C@@H](C)N(C(O)=O)C1=C(N=NN1C)C1=NC=C(C(=C1)F)N.OC(O)(O)C(N)(C(O)(O)O)C(O)(O)O